C(C1=CC=CC=C1)N1C[C@]2(C[C@H]2CC1)CO |r| (±)-((1R,6S)-3-benzyl-3-azabicyclo[4.1.0]heptan-1-yl)methanol